NC1=CC=C(C=C1)NC1=CC=C(C=C1)NC1=CC=C(C=C1)N N,N'-bis(4-aminophenyl)-1,4-phenylenediamine